5-[4-[2-chloro-6-(2,6-dimethylphenyl)pyrimidin-4-yl]oxy-3,4-dihydro-1H-isoquinoline-2-carbonyl]-1-methyl-pyrrole-3-sulfonamide ClC1=NC(=CC(=N1)OC1CN(CC2=CC=CC=C12)C(=O)C1=CC(=CN1C)S(=O)(=O)N)C1=C(C=CC=C1C)C